5-{[2-(4-chlorophenyl)-1,3-oxazol-4-yl]methyl}-3-(2,6-dimethoxyphenyl)-6-hydroxy-2-(3-methylbutyl)-3,4-dihydropyrimidin-4-one ClC1=CC=C(C=C1)C=1OC=C(N1)CC=1C(N(C(=NC1O)CCC(C)C)C1=C(C=CC=C1OC)OC)=O